N1(CCCCCC1)C=1C2=C(N=C(N1)Cl)C(=C(N=C2)Cl)F 4-(Azepan-1-yl)-2,7-dichloro-8-fluoropyrido[4,3-d]pyrimidine